N1(CCNCC1)C=1C=CC=2N(C(C=C(N2)C=2C=NNC2)=O)C1 7-(piperazin-1-yl)-2-(1H-pyrazol-4-yl)-4H-pyrido[1,2-a]pyrimidin-4-one